Racemic-trans-4-((2-amino-7-(1H-pyrazol-5-yl)quinazolin-4-yl)amino)tetrahydrofuran-3-ol NC1=NC2=CC(=CC=C2C(=N1)N[C@H]1[C@@H](COC1)O)C1=CC=NN1 |r|